4-bromo-N-methyl-1H-indole-7-carboxamide BrC1=C2C=CNC2=C(C=C1)C(=O)NC